(4-(4-((6-((5-fluoro-4-(4-fluoro-1-isopropyl-2-methyl-1H-benzo[d]imidazol-6-yl)pyrimidin-2-yl)amino)pyridin-3-yl)methyl)piperazin-1-yl)phenyl)methanol FC=1C(=NC(=NC1)NC1=CC=C(C=N1)CN1CCN(CC1)C1=CC=C(C=C1)CO)C=1C=C(C2=C(N(C(=N2)C)C(C)C)C1)F